(1-(2-(4,4-dimethylpiperidin-1-yl)-3,6-dimethyl-4-oxo-3,4-dihydroquinazolin-8-yl)ethyl)benzoic acid CC1(CCN(CC1)C1=NC2=C(C=C(C=C2C(N1C)=O)C)C(C)C1=C(C(=O)O)C=CC=C1)C